N,N,N-trioctyl-hexadecyl-ammonium bromide [Br-].C(CCCCCCC)[N+](CCCCCCCC)(CCCCCCCC)CCCCCCCCCCCCCCCC